C(CCC)N1C(N(C(C(C1=O)=C(N)N)=O)C1CC2(C1)CC1(NC(N(C1=O)C)=O)C2)=O 1-Butyl-5-(diaminomethylene)-3-(9-methyl-8,10-dioxo-7,9-diazadispiro[3.1.46.14]undecan-2-yl)pyrimidine-2,4,6(1H,3H,5H)-trione